Cl.C(C)OC[C@H](C(C)C)N1C=NC=2C(=NC=3C=CC=CC3C21)N 1-[(1S)-1-(ethoxymethyl)-2-methyl-propyl]imidazo[4,5-c]quinolin-4-amine hydrochloride